ClC1=C(C=CC(=C1)/C=N/NC(NC1=C(C=CC=C1)C(C)C)=O)N1N=C(C(=C1)NC(C1=CC=C(C=C1)OC(F)(F)F)=O)C N-[1-[2-chloro-4-[(E)-[(2-isopropylphenyl)carbamoylhydrazono]methyl]phenyl]-3-methyl-pyrazol-4-yl]-4-(trifluoromethoxy)benzamide